ClC1=C(C(=CC(=C1)NC([C@H](CO)C1=CC=C(C=C1)S(=O)(=O)CC)=O)Cl)C1=CC=C(C=C1)S(=O)(=O)C1CC1 (S)-N-(2,6-dichloro-4'-(cyclopropylsulfonyl)-[1,1'-biphenyl]-4-yl)-2-(4-(ethylsulfonyl)phenyl)-3-hydroxypropionamide